C(C)(C)(C1=CC=CC=C1)OOC(CC(C)(C)C)=O cumylperoxyneohexanoate